C(C(C)C)(=O)OC1C(OCC1)CO (hydroxymethyl)tetrahydrofuran-3-yl isobutyrate